N1N=C(N=C1)C(=O)OC(C)C isopropyl 1H-1,2,4-triazole-3-carboxylate